OCCN1C[C@H]2[C@@H](CC1)CCN2C2=CN(C(N=N2)C2=C(C=C(C=C2)OC(F)(F)F)O)C 6-[(3aS,7aR)-6-(2-Hydroxyethyl)-3,3a,4,5,7,7a-hexahydro-2H-pyrrolo[2,3-c]pyridin-1-yl]-3-[2-hydroxy-4-(trifluoromethoxy)phenyl]-4-methyl-1,2,4-triazin